FC(CC1(COCC2=C1NC(C1=C2C=C(S1)C=1C=NNC1)=O)O)(C)F 4-(2,2-difluoropropyl)-4-hydroxy-8-(1H-pyrazol-4-yl)-1,3,4,5-tetrahydro-6H-pyrano[4,3-b]thieno[3,2-d]pyridin-6-one